ClC=1C(=NC(=NC1)NC1CCOCC1)C1=CC=C2CN(C(C2=C1)=O)CC(=O)NC(C)(C)C1=CC(=CC=C1)F 2-(6-{5-chloro-2-[(oxan-4-yl)amino]pyrimidin-4-yl}-1-oxo-2,3-dihydro-1H-isoindol-2-yl)-N-[2-(3-fluorophenyl)propan-2-yl]acetamide